N1(C=NC=C1)C1=NC=CC(=N1)B(O)O 2-(IMIDAZOL-1-YL)PYRIMIDINE-4-BORONIC ACID